N-[3-[3-(3-fluoro-4-formyl-5-methoxy-phenyl)-2-methyl-phenyl]-2-methyl-phenyl]-4-[(3R)-3-hydroxypyrrolidin-1-yl]-4,5,6,7-tetrahydropyrazolo[1,5-a]pyridine-2-carboxamide FC=1C=C(C=C(C1C=O)OC)C=1C(=C(C=CC1)C=1C(=C(C=CC1)NC(=O)C1=NN2C(C(CCC2)N2C[C@@H](CC2)O)=C1)C)C